N-(1-(tert-butyl)-5-(cis-3-(4,4-dimethyl-2-oxoimidazolidin-1-yl)cyclopentyl)-1H-pyrazol-3-yl)-2-(3-methylisoxazol-5-yl)acetamide C(C)(C)(C)N1N=C(C=C1[C@@H]1C[C@@H](CC1)N1C(NC(C1)(C)C)=O)NC(CC1=CC(=NO1)C)=O